pyrrolo[2,3-b]pyrrole N1=CC=C2C1=NC=C2